[Cl-].CO[Si](CCC[N+](CCCCCCCCCCCCCC)(C)C)(OC)OC 3-(trimethoxysilyl)-propyldimethyltetradecyl-ammonium chloride